FC(OC1=CC=C(C=N1)C=1N=C(NC(C1)=O)C=1C=C(CCC(C(=O)N)(C)C)C=CC1F)F (3-{4-[6-(difluoromethoxy)pyridin-3-yl]-6-oxo-1,6-dihydropyrimidin-2-yl}-4-fluorobenzyl)-2,2-dimethylpropionamide